FC=1C=C(C(=O)O)C=CC1C1=NOC(=N1)C(F)(F)F 3-fluoro-4-[5-(trifluoromethyl)-1,2,4-oxadiazol-3-yl]benzoic acid